3-amino-2-methylpropyl-(diethoxymethoxysilane) NCC(C[SiH2]OC(OCC)OCC)C